Hydroxyserine ON[C@@H](CO)C(=O)O